FC1=CC(=C(C=2C=3C(C(NC12)(C)C)=CN(N3)S(=O)(=O)C)C)C3=C1C=CN(C1=CC(=C3)F)S(=O)(=O)C 6-fluoro-8-(6-fluoro-1-methylsulfonylindol-4-yl)-4,4,9-trimethyl-2-methylsulfonyl-5H-pyrazolo[4,3-c]quinoline